4-(pyridin-3-yl)-6-(thiazol-2-yl)thieno[2,3-b]Pyridin-3-amine N1=CC(=CC=C1)C1=C2C(=NC(=C1)C=1SC=CN1)SC=C2N